NCCNC(=O)C1=CC=C(CS=C([O-])C2C(CC2)N)C=C1 S-(4-((2-aminoethyl)carbamoyl)benzyl)-2-aminocyclobutane-1-carbothioate